(S)-2-methyl-4-hexynoic acid methyl ester COC([C@H](CC#CC)C)=O